N-(5-amino-1-methyl-1H-pyrazol-3-yl)isobutyramide NC1=CC(=NN1C)NC(C(C)C)=O